(2S)-2-amino-3-[4-[2-amino-6-[[(1R)-1-[4-chloro-2-(3-methylpyrazol-1-yl)phenyl]-2,2,2-trifluoroethyl]oxy]pyrimidin-4-yl]phenyl]propionic acid ethyl ester C(C)OC([C@H](CC1=CC=C(C=C1)C1=NC(=NC(=C1)O[C@@H](C(F)(F)F)C1=C(C=C(C=C1)Cl)N1N=C(C=C1)C)N)N)=O